C1(C(CCC(C1)C(=O)Cl)C(=O)Cl)(C(=O)Cl)C(=O)Cl 5-cyclohexanetetraformyl chloride